5-morpholino-5-oxopent-1-yn O1CCN(CC1)C(CCC#C)=O